CN(C=1SC2=C(N1)COC=1C=C(C=CC12)B1OC(C(O1)(C)C)(C)C)C1CC(NC(C1)(C)C)(C)C N-Methyl-7-(4,4,5,5-tetramethyl-1,3,2-dioxaborolan-2-yl)-N-(2,2,6,6-tetramethylpiperidin-4-yl)-4H-chromeno[3,4-d]thiazol-2-amine